C1(CCCCC1)C(CO)(CO)CCC(C)C 2-cyclohexyl-2-isopentyl-1,3-propanediol